COC(=O)C1=NC(=CC(=C1)C#C[C@@]12CN(C[C@H]2C1)C(=O)OC(C)(C)C)C tert-butyl (1R,5S)-1-((2-(methoxycarbonyl)-6-methylpyridin-4-yl)ethynyl)-3-azabicyclo[3.1.0]hexane-3-carboxylate